C(C)(C)(C)OC(NCC1(CCCCC1)N1C(=CC2=C1N=C(N=C2)Cl)C(OCC)OCC)=O tert-butyl((1-(2-chloro-6-(diethoxymethyl)-7H-pyrrolo[2,3-d]pyrimidin-7-yl)cyclohexyl)methyl)carbamate